3,3'-bistrifluoromethyl-4,4'-diaminobiphenyl FC(C=1C=C(C=CC1N)C1=CC(=C(C=C1)N)C(F)(F)F)(F)F